4-allyl-6-fluorocatecholdicarboxylate C(C=C)C1(C(C(=C(O)C(=C1)F)O)C(=O)[O-])C(=O)[O-]